Thieno[2,3-d]pyrimidin-4(1H)-one N1C=NC(C2=C1SC=C2)=O